1-(4-Fluoro-2-isopropylphenyl)-5-methoxy-3-(6-methoxy-2-methylpyridin-3-yl)-2,3-dihydroquinazolin-4(1H)-one FC1=CC(=C(C=C1)N1CN(C(C2=C(C=CC=C12)OC)=O)C=1C(=NC(=CC1)OC)C)C(C)C